N[C@H](C(=O)N[C@H](C(=O)O)C(C)C)CC1=NC2=C(N1C)C=CC(=C2)N(CCCl)CCCl (2S)-2-[[(2S)-2-amino-3-[5-[bis(2-chloroethyl)amino]-1-methyl-benzimidazol-2-yl]propanoyl]amino]-3-methyl-butanoic acid